[NH4+].O=C1NC(C2N(C1)S2)=O epithiodiketopiperazine ammonium salt